O=C1NC(CCC1N1C(C2=CC=C(C=C2C1)C(=O)N[C@H](CC(F)(F)F)C1=CC=C(C=C1)F)=O)=O 2-(2,6-dioxopiperidin-3-yl)-1-oxo-N-((R)-3,3,3-trifluoro-1-(4-fluorophenyl)propyl)isoindoline-5-carboxamide